N1(N=CN=C1)CCCNCC=1C=CC=2N(C3=CC=CC=C3C2C1)CC 3-(1H-1,2,4-triazol-1-yl)-N-((9-ethyl-9H-carbazol-3-yl)methyl)propylamine